C(C)(C)(C)N(C(O)=O)[C@@H](COC)C1=CC(=CC=C1)OC(F)(F)F.FC(C=1C=NC(=NC1)N1CCC(CC1)NC(C)=O)(F)F N-(1-(5-(trifluoromethyl)pyrimidin-2-yl)piperidin-4-yl)acetamide tert-butyl-(R)-(2-methoxy-1-(3-(trifluoromethoxy)phenyl)ethyl)carbamate